(1R,3S,4R)-2-((3-chlorophenyl)-D-leucyl)-N-((S)-1-cyano-2-((S)-2-oxopyrrolidin-3-yl)ethyl)-5,5-difluoro-2-azabicyclo[2.2.2]octane-3-carboxamide ClC=1C=C(C=CC1)N[C@H](CC(C)C)C(=O)N1[C@H]2CC([C@@H]([C@H]1C(=O)N[C@@H](C[C@H]1C(NCC1)=O)C#N)CC2)(F)F